[Br-].C(C1=CC=CC=C1)[N+]1=CC=C(C=C1)C#N N-benzyl-p-cyanopyridinium bromide